CCCCCCCCCCCC/C=C\\CC[C@H]([C@@H](CCCCCCCCCCCCCCC1=C[C@@H](OC1=O)C)O)O The molecule is a member of the class of cohibins in which the long-chain dihydroxyalkyl group at position 3 is specified as 15,16-dihydroxydotriacont-19-en-1-yl. NB The absolute configuration of the stereocentre at position 5 on the furanone ring is known to be S, but only the relative configuration of the diol moiety has been assigned as threo. It has not yet been established whether it is the (R,R)-diol (as shown here) or the (S,S)-diol. It has a role as a mouse metabolite and a rat metabolite.